N1(CCOCC1)C(=O)C1=CC=C(C=N1)NCC#CC=1N(C2=CC=CC(=C2C1)NC1CCS(CC1)(=O)=O)CC(F)(F)F 4-{[2-(3-{[6-(morpholine-4-carbonyl)pyridin-3-yl]amino}prop-1-yn-1-yl)-1-(2,2,2-trifluoroethyl)-1H-indol-4-yl]amino}-1λ6-thiane-1,1-dione